CC1=C(N)C=CC(=C1)OC1=NC=CC(=N1)C1=CN(C2=CC=CC=C12)C 2-methyl-4-((4-(1-methyl-1H-indol-3-yl)pyrimidin-2-yl)oxy)aniline